3-((2-(3-ethylureido)pyridin-4-yl)methyl)-N-methyl-8-oxo-2,3,4,4a,5,6-hexahydro-1H,8H-pyrazino[1,2-c]pyrido[1,2-a]pyrimidine-9-carboxamide C(C)NC(NC1=NC=CC(=C1)CN1CC2N(C=3N(CC2)C(C(=CC3)C(=O)NC)=O)CC1)=O